(3-(N,N-dimethylamino)propyl)methacrylamide CN(C)CCCC=C(C(=O)N)C